1,2-dimethoxypropane neodymium [Nd].COCC(C)OC